NC=1N=NC(=CC1N1CC(CCC1)C1=C(C=C(C(=O)N2CCC(CC2)(F)CN2CCC(CC2)N2C=CC3=CC(=CC(=C23)C)N2CNCC=C2)C=C1)C)C1=C(C=CC=C1)O 1-(1-(1-((1-(4-(1-(3-Amino-6-(2-hydroxyphenyl)pyridazin-4-yl)piperidin-3-yl)-3-methylbenzoyl)-4-fluoropiperidin-4-yl)methyl)piperidin-4-yl)-7-methyl-1H-indol-5-yl)dihydropyrimidine